decyl (3-(didecylamino)propyl) phosphate P(=O)(OCCCCCCCCCC)(OCCCN(CCCCCCCCCC)CCCCCCCCCC)[O-]